5-butyl-1,3-dioxan-2-one C(CCC)C1COC(OC1)=O